tertbutyl 5-(2-chloro-6-(4,4,5,5-tetramethyl-1,3,2-dioxaborolan-2-yl)pyridin-4-yl)-4,7-diazaspiro[2.5]octane-7-carboxylate ClC1=NC(=CC(=C1)C1NC2(CC2)CN(C1)C(=O)OC(C)(C)C)B1OC(C(O1)(C)C)(C)C